methyl 1-(3-cyanophenyl)-1H-1,2,4-triazole-3-carboxylate C(#N)C=1C=C(C=CC1)N1N=C(N=C1)C(=O)OC